ortho-Fluorophenyl-alanine FC1=C(C=CC=C1)N[C@@H](C)C(=O)O